F.C(C)N(CC)CC Triethylamine hydrofluoride salt